FC([C@@](C(=O)N[C@@H]1[C@@H]2CC[C@H]([C@H]1C(C)C)C2)(C2=CC=CC=C2)OC)(F)F (S)-3,3,3-trifluoro-N-((1R,2R,3R,4S)-3-isopropylbicyclo[2.2.1]heptan-2-yl)-2-methoxy-2-phenylpropanamide